1,3-bis(2,4,6-trimethyl-phenyl)-4,5-dihydroimidazole tetrafluoroborate F[B-](F)(F)F.CC1=C(C(=CC(=C1)C)C)N1CN(CC1)C1=C(C=C(C=C1C)C)C